CC1=CC=2N(C=C1)N=NC2C(=O)OC methyl 5-methyl-[1,2,3]triazolo[1,5-a]pyridine-3-carboxylate